CC1=CC=CC(=N1)C1=NN2C(C(=N1)NC1=NC(=NC=C1)NC=1C=CC(=NC1)C(=O)OC)=CC=C2 methyl 5-[[4-[[2-(6-methyl-2-pyridyl)pyrrolo[2,1-f][1,2,4]triazin-4-yl]amino]pyrimidin-2-yl]amino]pyridine-2-carboxylate